CNC1(CC1)COC1=CC=C(C(=O)OC)C=C1 methyl 4-((1-(methylamino)cyclopropyl)methoxy)benzoate